(-)-1,2-bis(tert-butylmethylphosphino)benzene C(C)(C)(C)P(C1=C(C=CC=C1)P(C)C(C)(C)C)C